2-(2-benzoylamino-1-phenyl-1H-imidazol-4-yl)acetic acid C(C1=CC=CC=C1)(=O)NC=1N(C=C(N1)CC(=O)O)C1=CC=CC=C1